C(C)N1CCN(CC1)C=1C(=CC(=C(C(=O)N)C1)[N+](=O)[O-])OC 5-(4-ethylpiperazin-1-yl)-4-methoxy-2-nitrobenzamide